1-(3,5-Difluoropyridin-2-yl)-6-fluoro-7-(3-hydroxy-3-methylazetidin-1-yl)-4-oxo-1,4-dihydro-1,8-naphthyridine-3-carboxylic acid FC=1C(=NC=C(C1)F)N1C=C(C(C2=CC(=C(N=C12)N1CC(C1)(C)O)F)=O)C(=O)O